CC(CC)(CC)C1=C(C=C2C=NC=NN21)C#N 7-(3-methylpentan-3-yl)pyrrolo[2,1-f][1,2,4]triazine-6-carbonitrile